1-ethyl-6-fluoro-N-(4-hydroxyphenylethyl)-4-oxo-7-(1-piperazinyl)-1,4-dihydroquinoline-3-carboxamide C(C)N1C=C(C(C2=CC(=C(C=C12)N1CCNCC1)F)=O)C(=O)NCCC1=CC=C(C=C1)O